C1N(CCC2=CC=CC=C12)C[C@H](CN1C(C=2C=CC(=NC2CC1)OC1CCN(CC1)CCOC)=O)O 6-[(2R)-3-(3,4-Dihydro-1H-isochinolin-2-yl)-2-hydroxypropyl]-2-[[1-(2-methoxyethyl)-4-piperidyl]oxy]-7,8-dihydro-1,6-naphthyridin-5-on